COC1=CC=2N=CN=C(C2N=C1NC(=O)C1(CC1)C(F)(F)F)C=1C(=NN(C1)C([2H])([2H])[2H])C1=CC=CC=C1 N-(7-methoxy-4-(1-(methyl-d3)-3-phenyl-1H-pyrazol-4-yl)pyrido[3,2-d]pyrimidin-6-yl)-1-(trifluoromethyl)cyclopropane-1-carboxamide